ClC=1C=CC(=C(C1)O)C1=C2C(=C(N=N1)N[C@@H]1[C@@H](CCCC1)O)C=NC=C2 5-chloro-2-[4-[[(1s,2r)-2-hydroxycyclohexyl]amino]pyrido[3,4-d]pyridazin-1-yl]phenol